(S)-2-Amino-3-(6-methyl-2-oxo-1,2-dihydroquinolin-3-yl)propanoate hydrochloride Cl.N[C@H](C(=O)O)CC=1C(NC2=CC=C(C=C2C1)C)=O